1-(4'-oxospiro[chroman-2,1'-cyclohexane]-7-yl)dihydropyrimidine-2,4(1H,3H)-dione O=C1CCC2(CC1)OC1=CC(=CC=C1CC2)N2C(NC(CC2)=O)=O